FC1=C(OC2=C(C=C(C=C2)N)N)C(=C(C=C1F)F)F 4-(2,3,5,6-tetrafluorophenoxy)-1,3-diaminobenzene